N1N=CC(=C1)C1=NC=C(C(=O)O)C=C1 6-(1H-pyrazol-4-yl)nicotinic acid